copper (II) tris(2-pyridylmethyl)amine N1=C(C=CC=C1)CN(CC1=NC=CC=C1)CC1=NC=CC=C1.[Cu+2]